4-(4-acetyl-3-methylphenyl)quinolinemethylamine C(C)(=O)C1=C(C=C(C=C1)C1=CC(=NC2=CC=CC=C12)CN)C